[5-(benzyloxy)-1-methyl-1H-pyrazol-4-yl](2,4-dichlorophenyl)-methanone C(C1=CC=CC=C1)OC1=C(C=NN1C)C(=O)C1=C(C=C(C=C1)Cl)Cl